C(C)(C)(C)OC(=O)N1CC(OCC1)C(=O)O 4-tert-butoxycarbonylmorpholine-2-carboxylic acid